tert-butyl-rel-(2S,3S)-2-[(3-bromo-2-fluorophenyl)methyl]-3-(hydroxymethyl)-4-methyl-3-nitropyrrolidine-1-carboxylate C(C)(C)(C)OC(=O)N1[C@H]([C@](C(C1)C)([N+](=O)[O-])CO)CC1=C(C(=CC=C1)Br)F |o1:8,9|